5-(2-chlorophenoxy)-3-((4-fluorophenyl)amino)-4H-benzo[e][1,2,4]thiadiazine 1,1-dioxide ClC1=C(OC2=CC=CC3=C2NC(=NS3(=O)=O)NC3=CC=C(C=C3)F)C=CC=C1